C(CCCCCCCC)OC1=CC=C2NC=C(CCN)C2=C1 5-(Nonyloxy)tryptamine